N-(3-chloro-5-fluoro-4-iodopyridin-2-yl)-N-(propylsulfonyl)propane-1-sulfonamide ClC=1C(=NC=C(C1I)F)N(S(=O)(=O)CCC)S(=O)(=O)CCC